4-(1H-imidazol-1-yl)-N-((1r,4r)-4-methylcyclohexyl)pyrimidine-2-carboxamide N1(C=NC=C1)C1=NC(=NC=C1)C(=O)NC1CCC(CC1)C